C(C)(C)(C)OC(=O)N/C(/N1[C@@H](CCC1)C1=NC(=NO1)C1=CC(=C(C=C1)OC\C=C\C1=CC=C(C=C1)F)C(F)(F)F)=N\C(OC(C)(C)C)=O tert-butyl ((E)-((tert-butoxycarbonyl)amino)((S)-2-(3-(4-(((E)-3-(4-fluorophenyl)allyl)oxy)-3-(trifluoromethyl)phenyl)-1,2,4-oxadiazol-5-yl)pyrrolidin-1-yl)methylene)carbamate